C(C)C=1C(=CC=C2C=C(C=C(C12)C1=C(C=2N=C(N=C(C2C=N1)N1CC(CCCC1)O)OC[C@]12CCCN2C[C@@H](C1)F)F)O)F 1-(7-(8-ethyl-7-fluoro-3-hydroxynaphthalen-1-yl)-8-fluoro-2-(((2R,7aS)-2-fluorohexahydro-1H-pyrrolizin-7a-yl)methoxy)pyrido[4,3-d]pyrimidin-4-yl)azepan-3-ol